C(CCCCCCSCC(CC(C)C)=O)SCC(CC(C)C)=O 4'-(heptane-1,7-diylbis(sulfanediyl))bis(4-methylpentan-2-one)